chrysenquinone diimin rhodium (II) [Rh+2].C1(C(C=CC=2C3=CC=C4C=CC=CC4=C3C=CC12)=N)=N